2-(3-cyclopropylprop-2-yn-1-yl)-6-methyl-1,3,6,2-dioxazaborocan-4,8-dione C1(CC1)C#CCB1OC(CN(CC(O1)=O)C)=O